5-(4-pyridyl)-1,3,4-oxadiazole-2-carboxamide N1=CC=C(C=C1)C1=NN=C(O1)C(=O)N